C(CCCCCCCCCCCCC)N1C(=C(C(C(=C1)O)=O)O)C#N N-tetradecyl-2-cyano-3,5-dihydroxypyridin-4-one